tert-butyl (3aS*,6aS*)-1-((R*)-4-(benzyloxy)-2-(difluoromethoxy)-3,3-dimethyl-4-oxobutyl)-6,6-difluorohexahydro-4H-pyrrolo[3,2-c]isoxazole-4-carboxylate C(C1=CC=CC=C1)OC(C([C@H](CN1OC[C@@H]2[C@H]1C(CN2C(=O)OC(C)(C)C)(F)F)OC(F)F)(C)C)=O |o1:10,15,16|